Bis-(triethanolamine) diisopropoxide titanium [Ti+2].CC([O-])C.CC([O-])C.N(CCO)(CCO)CCO.N(CCO)(CCO)CCO